CN(CCCC(O)(C1=CC=C(C=C1)F)C1=C(C=C(C#N)C=C1)CO)C 4-(4-dimethylamino-1-(4-fluorophenyl)-1-hydroxybutyl)-3-(hydroxymethyl)benzonitrile